6-Bromo-5-fluoro-1-isopropyl-2-methyl-1H-benzo[d]imidazole BrC=1C(=CC2=C(N(C(=N2)C)C(C)C)C1)F